N1(C(CCC=C1)C(=O)OCC)C(=O)OC(C)(C)C 1-(tert-butyl) 2-ethyl 3,4-dihydropyridine-1,2(2H)-dicarboxylate